ClC=1C(N(N=CC1Cl)[C@@H]1CC[C@H](CC1)N(C1=CC=C(C=C1)OC([2H])([2H])[2H])C[C@@H]1OCCOC1)=O trans-4,5-dichloro-2-[4-[N-[[(2S)-1,4-dioxan-2-yl]methyl]-4-(trideuteriomethoxy)anilino]cyclohexyl]pyridazin-3-one